7-Hydroxy-N-(3-(1-isobutyl-1H-[1,2,3]triazolo[4,5-c]pyridin-6-yl)-1H-pyrazol-4-yl)-7-(trifluoromethyl)-4-azaspiro[2.5]octane-4-carboxamide OC1(CCN(C2(CC2)C1)C(=O)NC=1C(=NNC1)C1=CC2=C(C=N1)N=NN2CC(C)C)C(F)(F)F